NCCCC(=O)NCCCOCCC(=O)OC(C)(C)C tert-Butyl 3-(3-(4-aminobutanamido)propoxy)propanoate